3-aminopiperidine NC1CNCCC1